P(=O)(O)(O)OC=1C(=NC=C(C1)NC1=NC=NC2=CC(=CC=C12)Cl)N1C=NC(=C1C)C 5-((7-chloroquinazolin-4-yl)amino)-2-(4,5-dimethyl-1H-imidazol-1-yl)pyridin-3-ol phosphate